2-fluoro-2,2-bis(4-methoxyphenylsulphonyl)ethanol FC(CO)(S(=O)(=O)C1=CC=C(C=C1)OC)S(=O)(=O)C1=CC=C(C=C1)OC